3-bromo-1-((2-(trimethylsilyl)ethoxy)methyl)-1H-pyrazolo[3,4-d]pyrimidine BrC1=NN(C2=NC=NC=C21)COCC[Si](C)(C)C